N-(4-(5-chloro-4-methylpyridin-3-yl)phenyl)-2-(2-(cyclopropanesulfonylamino)thiazol-4-yl)-2-methylpropanamide ClC=1C(=C(C=NC1)C1=CC=C(C=C1)NC(C(C)(C)C=1N=C(SC1)NS(=O)(=O)C1CC1)=O)C